NC(C(C(=O)N[C@@H](CCCNC(N)=N)C(=O)O)O)CC1=CC=C(C=C1)C 3-amino-2-hydroxy-4-p-methylphenyl-butanoyl-(S)-arginine